C1(=CC=CC2=CC=CC=C12)N(C1=CC=C(C=C1)C1=CC=C(C=C1)N(C1=CC=CC=C1)C1=CC=CC2=CC=CC=C12)C1=CC=CC=C1 N,N'-di-1-naphthalenyl-N,N'-diphenyl-[1,1-biphenyl]-4,4'-diamine